1-(1,5-dimethyl-1H-pyrazol-4-yl)ethan-1-amine CN1N=CC(=C1C)C(C)N